1-butyl-3-methylpyridine thiocyanate [S-]C#N.C(CCC)N1CC(=CC=C1)C